dihydrobenzodioxepin O1OCCCC2=C1C=CC=C2